5-amino-1-cyclopropyl-1H-pyrazole-4-carboxylic acid NC1=C(C=NN1C1CC1)C(=O)O